ONC(=O)C=1C=CC=C2C([C@H](NC12)C1=CC=C(C=C1)C(F)(F)F)(C)C (R)-N-hydroxy-3,3-dimethyl-2-(4-(trifluoromethyl)phenyl)indoline-7-carboxamide